2-[6-(4-chlorophenoxy) hexyl] oxirane-2-carboxylate O1C(C1)C(=O)OCCCCCCOC1=CC=C(C=C1)Cl